C[C@@H](C[C@@H](N)C(=O)O)C(=O)O (2R,4S)-4-methylglutamic acid